ethyl 6-(2,3-dihydro-1,4-benzodioxin-6-yl)-4-oxo-4,5-dihydropyrazolo[1,5-a]pyrazine-2-carboxylate O1CCOC2=C1C=CC(=C2)C=2NC(C=1N(C2)N=C(C1)C(=O)OCC)=O